(1R,3R)-3-((2-amino-6-iodothieno[3,2-d]pyrimidin-4-yl)amino)cyclopentanol NC=1N=C(C2=C(N1)C=C(S2)I)N[C@H]2C[C@@H](CC2)O